6-azido-D-lysine N(=[N+]=[N-])C(CCC[C@@H](N)C(=O)O)N